(Z)-3-(3-(3,5-bis-(trifluoromethyl)-phenyl)-1H-1,2,4-triazol-1-yl)-2-(6-chloropyridin-3-yl)acrylamide FC(C=1C=C(C=C(C1)C(F)(F)F)C1=NN(C=N1)\C=C(/C(=O)N)\C=1C=NC(=CC1)Cl)(F)F